5-(4-chloro-2-fluorophenyl)-3-cyclopropyl-2-methyl-7-((2S)-2-(1-methyl-1H-pyrazol-4-yl)-4-morpholinyl)pyrido[4,3-d]pyrimidin-4(3H)-one ClC1=CC(=C(C=C1)C1=NC(=CC=2N=C(N(C(C21)=O)C2CC2)C)N2C[C@@H](OCC2)C=2C=NN(C2)C)F